BrC1=CC=C(S1)C=1N(C2=C(N1)C=C1C(N(C(=N1)C=1SC(=CC1)Br)CC)=C2)CC 2,6-bis(5-bromothien-2-yl)-1,7-diethyl-1,7-dihydrobenzo[1,2-d:4,5-d']diimidazole